[I-].FC1=[N+](C=CC(=C1)OC1=CC=CC2=CC=CC=C12)C 2-Fluoro-1-methyl-4-(naphthalen-1-yloxy)pyridin-1-ium iodide